6-bromo-1-(2-chlorophenyl)-7-(trifluoromethyl)quinazoline-2,4(1H,3H)-dione BrC=1C=C2C(NC(N(C2=CC1C(F)(F)F)C1=C(C=CC=C1)Cl)=O)=O